(trimethylsilylethynyl)-1H-indole-2-carboxylate C[Si](C)(C)C#COC(=O)C=1NC2=CC=CC=C2C1